2-(phenylsulfonyl-methyl)benzonitrile C1(=CC=CC=C1)S(=O)(=O)CC1=C(C#N)C=CC=C1